C(C)(C)(C)N1N=C(C=C1[C@@H]1C[C@@H](CC1)N1C(C2=CC=CC=C2C1=O)=O)NC(OCC1=CC=CC=C1)=O cis-benzyl (1-(tert-butyl)-5-(3-(1,3-dioxoisoindolin-2-yl)cyclopentyl)-1H-pyrazol-3-yl)carbamate